ClC1=CC2=C(N(C(N=C2N2CC3(CCN(C3)C(=O)OC(C)(C)C)CC2)=O)C=2C(=NC=CC2C)C(C)C)N=C1C1=C(C=CC=C1)OC tert-butyl 7-(6-chloro-1-(2-isopropyl-4-methylpyridin-3-yl)-7-(2-methoxyphenyl)-2-oxo-1,2-dihydropyrido[2,3-d]pyrimidin-4-yl)-2,7-diazaspiro[4.4]nonane-2-carboxylate